C1=C(C=CC2=CC=CC=C12)C(=O)NCCC1=CC(=NO1)C(=O)NO 5-(2-(2-naphthamido)ethyl)-N-hydroxyisoxazole-3-carboxamide